N-(5,6-dimethoxybenzothiazol-2-yl)-2-[4-(ethylsulfonyl)phenyl]acetamide COC=1C(=CC2=C(N=C(S2)NC(CC2=CC=C(C=C2)S(=O)(=O)CC)=O)C1)OC